(1S,3S)-N1-(5-(2-oxa-5-azaspiro[3.4]octan-5-yl)pyridin-2-yl)-N3-(7-(trifluoromethyl)-[1,2,4]triazolo[1,5-a]pyridin-2-yl)cyclopentane-1,3-diamine C1OCC12N(CCC2)C=2C=CC(=NC2)N[C@@H]2C[C@H](CC2)NC2=NN1C(C=C(C=C1)C(F)(F)F)=N2